O[C@H]1C[C@@H](CCC1)N1C(C2(C3=C1N=C(N=C3)NC=3C(=NNC3)OC([2H])([2H])[2H])CC2)=O 7'-((1R,3R)-3-hydroxycyclohexyl)-2'-((3-(methoxy-d3)-1H-pyrazol-4-yl)amino)spiro[cyclopropane-1,5'-pyrrolo[2,3-d]pyrimidin]-6'(7'H)-one